FC(OC1=C(C=NC(=C1)NC1=NC(=NC(=C1)NCC1=C(C=C(C=C1)OC)OC)C(F)F)C=1C=NN(C1)CC(C)(O)C)F 1-(4-(4-(difluoromethoxy)-6-((2-(difluoromethyl)-6-((2,4-dimethoxybenzyl)amino)pyrimidin-4-yl)amino)pyridin-3-yl)-1H-pyrazol-1-yl)-2-methyl-propan-2-ol